bis[4-(behenyl)phenyl]methylamide C(CCCCCCCCCCCCCCCCCCCCC)C1=CC=C(C=C1)C(C1=CC=C(C=C1)CCCCCCCCCCCCCCCCCCCCCC)[NH-]